(13'S)-3'-methyl-13'-(morpholine-4-carbonyl)-16'-thia-2',4',5',8'-tetraazaspiro[cyclopropane-1,7'-tetracyclo[8.6.0.02,6.011,15]hexadecane] CC1N2C3SC4C[C@H](CC4C3CNC3(C2NN1)CC3)C(=O)N3CCOCC3